C(C)(C)OC1=CC=C(C(=O)NC=2C=CC=C3C(=CC=NC23)C2=NN(C=C2)C)C=C1 4-isopropoxy-N-(4-(1-methyl-1H-pyrazol-3-yl)quinolin-8-yl)benzamide